BrC=1C=2N(C=CC1)C(=C(N2)C(=O)O)C(C(F)(F)F)(F)F 8-bromo-3-(1,1,2,2,2-pentafluoroethyl)imidazo[1,2-a]pyridine-2-carboxylic acid